S(=S)(=O)(OC(C)C)OC(C)C di-isopropyl thiosulphate